N-methyl-4-dodecyl-N-octadecylanilinium tetrakis(perfluorophenyl)borate FC1=C(C(=C(C(=C1F)F)F)F)[B-](C1=C(C(=C(C(=C1F)F)F)F)F)(C1=C(C(=C(C(=C1F)F)F)F)F)C1=C(C(=C(C(=C1F)F)F)F)F.C[NH+](C1=CC=C(C=C1)CCCCCCCCCCCC)CCCCCCCCCCCCCCCCCC